BrC1=CC2=C(C=C1OC)OCC1=C2N(N=C1C(=O)O)C=1SC=CC1 8-bromo-7-methoxy-1-(thiophen-2-yl)-1,4-dihydrochromeno[4,3-c]pyrazole-3-carboxylic acid